2,3-dimethyl-aminopropionic acid hydrochloride Cl.CC(C(=O)O)(CC)N